tetrahydro-1'H,3'H-spiro[oxetan-3,2'-pyrrolizine] C1C2(CN3CCCC13)COC2